N1CC(C1)NC1=NC=CC(=C1Cl)SC=1N=CC(=NC1)N1CCC(CC1)(C)CNC(OC(C)(C)C)=O tert-butyl ((1-(5-((2-(azetidin-3-ylamino)-3-chloropyridin-4-yl)thio)pyrazin-2-yl)-4-methylpiperidin-4-yl)methyl)carbamate